BrC1=CC=C(C=C1)S(=O)(=O)N1CCN(CC1)C(\C=C\C1=CC(=C(C=C1)OC(C)C)OC)=O (E)-1-(4-((4-bromophenyl)sulfonyl)piperazin-1-yl)-3-(4-isopropoxy-3-methoxyphenyl)prop-2-en-1-one